2,7-bis(chloromethyl)-4,9-dihydropyrene ClCC1=CC2=CCC3=CC(=CC4=CCC(=C1)C2=C43)CCl